ClC1=C(C=C(C=C1CCC=1C=NNC1)F)C(=O)N1[C@@H](C=2C(CC1)=C(N(N2)C)C2=CC(=CC(=C2)F)F)C [2-chloro-5-fluoro-3-[2-(1H-pyrazol-4-yl)ethyl]phenyl]-[(7R)-3-(3,5-difluorophenyl)-2,7-dimethyl-5,7-dihydro-4H-pyrazolo[3,4-c]pyridin-6-yl]methanone